OCCCCCC(CC)O 1,6-dihydroxyoctane